1-((tetrahydro-2H-pyran-4-yl)methyl)-1H-indazol-3-amine O1CCC(CC1)CN1N=C(C2=CC=CC=C12)N